BrC=1C(=NC(=CC1)Br)F 3,6-dibromo-2-fluoro-pyridine